BrC=1NN=CN1 3-bromo-2H-1,2,4-triazole